L-3-sulfopropyl acrylate potassium salt [K+].C(C=C)(=O)OCCCS(=O)(=O)[O-]